C1(CC1)C1=CC=C(C=C1)NC(=O)[C@@H]1N(CCCC1)CC1=C2C(=NC=C1)OCO2 (2R)-N-(4-cyclopropylphenyl)-1-([1,3]dioxolo[4,5-b]pyridin-7-ylmethyl)piperidine-2-carboxamide